BrC=1C=C(C(=NC1)[N+](=O)[O-])OC(C)C1=C(C=CC(=C1)F)C1=NC=NN1CC1=CC(=NO1)CC 5-((5-(2-(1-((5-bromo-2-nitropyridin-3-yl)oxy)ethyl)-4-fluorophenyl)-1H-1,2,4-triazol-1-yl)methyl)-3-ethylisoxazole